2-methyl-2-(4-methyl-1H-pyrazol-1-yl)propan-1-ol CC(CO)(C)N1N=CC(=C1)C